FCC(CC(COC1=C(C=CC=C1)CCC1=CC(=CC=C1)OC(F)(F)F)OC(F)(F)F)NC (fluoromethyl)-N-methyl-3-(trifluoromethoxy)-4-(2-(3-(trifluoromethoxy)phenethyl)phenoxy)butan-1-amine